NC1=C(N=C2N1C=CC=C2Br)C(=O)NC2CN(C2)C(=O)OC(C)(C)C tert-butyl 3-(3-amino-8-bromoimidazo[1,2-a]pyridine-2-carboxamido)azetidine-1-carboxylate